7-(cyclopropylmethoxy)-2-((piperidin-4-ylthio)methyl)pyrido[2,3-d]pyrimidin-4(3H)-one hydrochloride Cl.C1(CC1)COC=1C=CC2=C(N=C(NC2=O)CSC2CCNCC2)N1